ClC=1C=C(C=CC1)[C@@H](CO)NC(=O)NC=1C=NN(C1)C1=NC(=NC=C1C)NC1=C(C=CC=C1)Cl (S)-1-(1-(3-chlorophenyl)-2-hydroxyethyl)-3-(1-(2-((2-chlorophenyl)amino)-5-methylpyrimidin-4-yl)-1H-pyrazol-4-yl)urea